2-(azetidin-3-ylmethyl)-N-[(1S)-1-(dicyclopropylmethyl)-2-[[5-(3,5-dimethyl-1H-pyrazol-4-yl)-6-fluoro-2-pyridyl]amino]-2-oxo-ethyl]pyrazole-3-carboxamide N1CC(C1)CN1N=CC=C1C(=O)N[C@H](C(=O)NC1=NC(=C(C=C1)C=1C(=NNC1C)C)F)C(C1CC1)C1CC1